NC1CCC2=C1C=C(C=1C=C(N=CC21)C2CC2)S(=O)(=O)NCC(C)C 7-amino-3-cyclopropyl-N-(2-methylpropyl)-8,9-dihydro-7H-cyclopenta[H]isoquinoline-5-sulfonamide